(R)-2-((1-(5,6-diphenylpyrazin-2-yl)piperidin-3-yl)oxy)acetic acid C1(=CC=CC=C1)C=1N=CC(=NC1C1=CC=CC=C1)N1C[C@@H](CCC1)OCC(=O)O